(1r,4r)-4-(dimethylamino)-1-{6-[3-(4-mesyl-2-anisidino)-1-propynyl]-1-(2,2,2-trifluoroethyl)-4-indolylamino}cyclohexane CN(C1CCC(CC1)NC1=C2C=CN(C2=CC(=C1)C#CCNC=1C(OC)=CC=C(C1)S(=O)(=O)C)CC(F)(F)F)C